FC=1C=CC(=NC1)C1=NN2C(OCC(C2)C)=C1C1=CC=2N(C=C1)N=CC2 2-(5-fluoropyridin-2-yl)-6-methyl-3-(pyrazolo[1,5-a]pyridin-5-yl)-6,7-dihydro-5H-pyrazolo[5,1-b][1,3]oxazine